O1CC(C1)COC1=C(C=CC=C1)C1CCN(CC1)[C@H]1CC2(CN(C2)C=2C=NC=NC2)CC1 (R)-6-(4-(2-(oxetan-3-ylmethoxy)phenyl)piperidin-1-yl)-2-(pyrimidin-5-yl)-2-azaspiro[3.4]octane